CN1N=C(C(=C1)B(O)O)C(F)(F)F 1-methyl[3-(trifluoromethyl)-1H-pyrazol-4-yl]boronic acid